(S)-3-[(2,4-dichloro-5-pyrimidinyl)methyl]-4-(difluoromethyl)-1,3-oxazolidin-2-one ClC1=NC=C(C(=N1)Cl)CN1C(OC[C@H]1C(F)F)=O